C(C)(C)(C)OC(C(CN1C[C@@H]2N(CC([C@@H]2C1=O)(F)F)C(=O)OCC1=CC=CC=C1)(C)C)=O (cis)-benzyl 5-(3-(tert-butoxy)-2,2-dimethyl-3-oxopropyl)-3,3-difluoro-4-oxohexahydropyrrolo[3,4-b]pyrrole-1(2H)-carboxylate